C1(CC1)C1=NC(=CC(=C1)C1=C(C=C(C#N)C=C1)C1=NN=CN1C)N1C(C2=CC(=CC=C2C1)CNCCOC(F)(F)F)=O 4-{2-Cyclopropyl-6-[1-oxo-6-({[2-(trifluoromethoxy)ethyl]amino}methyl)-3H-isoindol-2-yl]pyridin-4-yl}-3-(4-methyl-1,2,4-triazol-3-yl)benzonitrile